C(CCCC)C=1C(CCC1)=O n-amyl-cyclopentenone